2-methyl-4-(6-(trifluoromethyl)pyrazin-2-yl)benzoic acid CC1=C(C(=O)O)C=CC(=C1)C1=NC(=CN=C1)C(F)(F)F